C(C)(=O)NC=1C=C(C=CC1)C=1N=NN(C1)CC(=O)N/N=C/C1=C(C=CC=C1)[N+](=O)[O-] (E)-2-(4-(3-acetylaminophenyl)-1H-1,2,3-triazol-1-yl)-N'-(2-nitrobenzylidene)acethydrazide